[S-]C#N.C(CCC)[P+](C1=CC=CC=C1)(C1=CC=CC=C1)C1=CC=CC=C1 butyltriphenyl-phosphonium thiocyanate